NC=1C=C(C(=O)C2=C(C(=O)O)C=CC=C2)C=CC1Cl 2-(3-amino-4-chlorobenzoyl)benzoic acid